C(=O)(O)CCC(=O)C1=CC2=C(S1)C=C(C(=C2)OCCCOC2=CC1=C([Se]C(=C1)C(CC(C(=O)O)C)=O)C=C2OC)OC 4-(5-(3-((2-(3-carboxypropionyl)-6-methoxybenzo[b]thiophen-5-yl)oxy)propoxy)-6-methoxybenzo[b]selenophen-2-yl)-2-methyl-4-oxobutanoic acid